4-((4-(azetidin-1-yl)cyclohexyl)oxy)-2-methylthiazole-5-carboxamide N1(CCC1)C1CCC(CC1)OC=1N=C(SC1C(=O)N)C